methylquinolinate COC(=O)C1=NC2=CC=CC=C2C=C1